BrC1=CC(=C(C(=C1)NC[C@H]1OCC1)N)F (S)-5-bromo-3-fluoro-N1-(oxetan-2-ylmethyl)benzene-1,2-diamine